6-methylhept-2-yl α-hydroxyisobutyrate OC(C(=O)OC(C)CCCC(C)C)(C)C